ClC=1C(=NC(=NC1)C1=CN=CN1C)C(=O)NC1CCC(CC1)OC(F)F 5-chloro-N-((1r,4r)-4-(difluoromethoxy)cyclohexyl)-2-(1-methyl-1H-imidazol-5-yl)pyrimidine-4-carboxamide